(6-((2-((5-isopropyl-2-methoxy-4-(4-(4-methylpiperazin-1-yl)piperidin-1-yl)phenyl)amino)-7H-pyrrolo[2,3-d]pyrimidin-4-yl)amino)quinoxalin-5-yl)dimethyl-phosphine oxide C(C)(C)C=1C(=CC(=C(C1)NC=1N=C(C2=C(N1)NC=C2)NC=2C(=C1N=CC=NC1=CC2)P(C)(C)=O)OC)N2CCC(CC2)N2CCN(CC2)C